N1=C(C(=CC=C1)C=CC#N)C picolinacrylonitrile